1-[[4-[5-(trifluoromethyl)-1,2,4-oxadiazol-3-yl]phenyl]methyl]pyrrolidin-2-one FC(C1=NC(=NO1)C1=CC=C(C=C1)CN1C(CCC1)=O)(F)F